N-benzyl-1-(2-(p-tolyl)-2H-pyrazolo[3,4-d]pyrimidin-4-yl)piperidine-3-carboxamide C(C1=CC=CC=C1)NC(=O)C1CN(CCC1)C=1C=2C(N=CN1)=NN(C2)C2=CC=C(C=C2)C